O=C1NC(CCC1N1C(C2=CC=C(C=C2C1)CNC(C(CCC)(F)F)=O)=O)=O N-((2-(2,6-dioxopiperidin-3-yl)-1-oxoisoindolin-5-yl)methyl)-2,2-difluoropentanamide